(4-iodophenyl)-4-(4-methyl-2-oxo-2,3-dihydro-1H-1,3-benzodiazol-1-yl)piperidine-1-carboxamide IC1=CC=C(C=C1)C1N(CCC(C1)N1C(NC2=C1C=CC=C2C)=O)C(=O)N